O=C1NC2=CC=CC=C2C12CCN(CC2)C=2SC1=C(N2)C=CC(=C1)C(=O)O 2-(2-oxospiro[indoline-3,4'-piperidine]-1'-yl)benzo[d]thiazole-6-carboxylic acid